O=C1N(CC2=CC(=CC=C12)C1CCNCC1)C1CNCCC1 3-(1-oxo-5-(piperidin-4-yl)isoindolin-2-yl)piperidine